ClC=1C=C(C=NC1C=1C=NN(C1)C1CC1)NC(=O)C=1C=NN(C1C(F)(F)F)C1=C2C=CNC(C2=CC=C1)=C=O N-(5-chloro-6-(1-cyclopropyl-1H-pyrazol-4-yl)pyridin-3-yl)-1-(1-carbonyl-1,2-dihydroisoquinolin-5-yl)-5-(trifluoromethyl)-1H-pyrazole-4-carboxamide